OC1=C(C2=C(C(=C(O2)C(C)O)C=O)C(=C1[2H])[2H])[2H] (6-hydroxy-2-(1-hydroxyethyl)benzofuran-3-yl-4,5,7-d3)methanone